COC=1C=C2CCNC(C2=CC1)C1=CC=C(C=C1)C 6-methoxy-1-(p-tolyl)-1,2,3,4-tetrahydroisoquinoline